3,5-DICHLORO-2-FURANCARBOXALDEHYDE ClC1=C(OC(=C1)Cl)C=O